BrC=1C=CC(=C(C1)C(=O)C1=CC=C(C=C1)O[C@@H]1COCC1)Cl (5-bromo-2-chlorophenyl)[4-[[(3S)-tetrahydro-3-furyl]oxy]phenyl]methanone